ClC1=C(C(=O)OC)C=C(C(=C1)OCC1=CSC(=C1C)C)I methyl 2-chloro-4-((4,5-dimethylthiophen-3-yl)methoxy)-5-iodobenzoate